BrC1=CC=C(C=C1)NS(=O)(=O)C=1C=C(C(=O)N(CC=2C=NC=CC2)C2CC2)C=CC1 3-(N-(4-bromophenyl)sulfamoyl)-N-cyclopropyl-N-(pyridin-3-ylmethyl)benzamide